7-[[5-(4-methylpiperazin-1-yl)-2-pyridyl]amino]-4-(2-methyl-1H-pyrrolo[2,3-b]pyridin-3-yl)-2,3-dihydropyrrolo[3,4-c]pyridin-1-one CN1CCN(CC1)C=1C=CC(=NC1)NC=1C2=C(C(=NC1)C1=C(NC3=NC=CC=C31)C)CNC2=O